tetradecyldiethyl[3-(trimethoxysilyl)propyl]ammonium chloride [Cl-].C(CCCCCCCCCCCCC)[N+](CCC[Si](OC)(OC)OC)(CC)CC